C(N)(OC(C#C)(C)C)=O 1,1-dimethylpropynyl carbamate